(R)-6-chloro-3-((1-(2-(2,3-difluorophenyl)-3,6-dimethyl-4-oxo-3,4-dihydroquinazolin-8-yl)ethyl)amino)picolinic acid ClC1=CC=C(C(=N1)C(=O)O)N[C@H](C)C=1C=C(C=C2C(N(C(=NC12)C1=C(C(=CC=C1)F)F)C)=O)C